(R)-3-(3-chloro-4-fluorophenyl)-1-(cyclopropyl)urea ClC=1C=C(C=CC1F)NC(NC1CC1)=O